tert-butyl 2-(((3-(4-decylphenyl)-1,2,4-oxadiazol-5-yl)methyl)carbamoyl)azepane-1-carboxylate C(CCCCCCCCC)C1=CC=C(C=C1)C1=NOC(=N1)CNC(=O)C1N(CCCCC1)C(=O)OC(C)(C)C